Cl.N1[C@@H](CCC1)C(=O)O proline hydrochloride